N-[(4'-cyclohexyl)-1,1'-biphenyl-4-yl]-N-(4-cyclohexylphenyl)-N-(spiro[cyclohexane-1,9'-[9H]fluoren]-2'-yl)-amine C1(CCCCC1)C1=CC=C(C=C1)C1=CC=C(C=C1)N(C1=CC=2C3(C4=CC=CC=C4C2C=C1)CCCCC3)C3=CC=C(C=C3)C3CCCCC3